2-methyl-5-(3-methyl-2,3,4,5-tetrahydropyridin-6-yl)pyridine CC1=NC=C(C=C1)C=1CCC(CN1)C